N[C@@H]1C[C@H](C1)C(=O)N1OCC[C@H]1C1=CC(=CC(=C1)F)F (trans-3-amino-cyclobutyl)-[(3S)-3-(3,5-difluorophenyl)isoxazolidin-2-yl]methanone